ClC1=CC=C(OC2=CC=C(C=C2)NS(=O)(=O)C2=CC(=C(C3=CC=CC=C23)O)C(=O)O)C=C1 4-(N-(4-(4-chlorophenoxy)phenyl)sulfamoyl)-1-hydroxy-2-naphthoic acid